P(OCC)(OCC)(OC1=CC=C(C=C1)[N+](=O)[O-])=S O,O-diethyl O-4-nitrophenyl phosphorothioate